(4-(3-amino-2H-indazol-5-yl)pyridin-2-yl)carbamic acid ethyl ester C(C)OC(NC1=NC=CC(=C1)C1=CC2=C(NN=C2C=C1)N)=O